O(C1=CC=CC=C1)C1=CC=C(C=C1)C1=NNC2=NC=NC(=C21)N 3-(4-phenoxyphenyl)-1H-pyrazolo[3,4-d]-pyrimidin-4-amine